(R)-6-(7-methoxyimidazo[1,2-a]pyridin-3-yl)-N-(piperidin-3-yl)pyrazin-2-amine COC1=CC=2N(C=C1)C(=CN2)C2=CN=CC(=N2)N[C@H]2CNCCC2